C(C)(C)OC(C(CO)NCC1=C(C=C(C(=C1)Cl)OCC=1C(=C(C=CC1)C1=CC=CC=C1)Br)OCC=1C=NC=CC1)=O 2-[4-(2-bromo-biphenyl-3-ylmethoxy)-5-chloro-2-(pyridin-3-ylmethoxy)-benzylamino]-3-hydroxy-propionic acid isopropyl ester